2-Chloro-5,6,7,8-tetrahydro-quinolin-8-ol ClC1=NC=2C(CCCC2C=C1)O